Heptadeca-5,12-dien-9-yl 8-((2-hydroxyethyl)(8-(nonyloxy)-8-oxooctyl)amino)octanoate OCCN(CCCCCCCC(=O)OC(CCC=CCCCC)CCC=CCCCC)CCCCCCCC(=O)OCCCCCCCCC